ClC1=CC2=C(C=N1)C(CO2)=O 6-chlorofuro[3,2-c]pyridin-3-one